The molecule is a BODIPY dye and a monocarboxylic acid. It has a role as a fluorochrome. It derives from a 4,4-difluoro-4-bora-3a,4a-diaza-s-indacene. [B-]1(N2C(=CC(=C2C=C3[N+]1=C(C=C3)CCC(=O)O)C)C)(F)F